FC(C(=O)O)(F)F.COC1=NC(=NC=C1C(=O)NC=1N=CC=2N(C1)C=C(N2)C)NC2CCNCC2 4-methoxy-N-(2-methylimidazo[1,2-a]pyrazin-6-yl)-2-(piperidin-4-ylamino)pyrimidine-5-carboxamide 2,2,2-trifluoroacetate